C1(CC1)C1=NC(=CC(=C1)C1=C(C=C(C#N)C=C1)C1=NN=CN1C)N1C(C2=CC(=CC=C2C1)CN(C)CC(C)(C)O)=O 4-[2-Cyclopropyl-6-(6-{[(2-hydroxy-2-methylpropyl)(methyl)amino]methyl}-1-oxo-3H-isoindol-2-yl)pyridin-4-yl]-3-(4-methyl-1,2,4-triazol-3-yl)benzonitrile